C1(=CC=CC=C1)/C=C/CC1=NC=CC=C1 (E)-3-phenyl-1-(pyridine-2-yl)prop-2-ene